Rel-2,4-dimethoxy-N-((1S,2R)-2-methyl-8'-(2-oxopyrrolidin-1-yl)-4'H-spiro[cyclopropane-1,5'-naphtho[2,1-d]isoxazol]-3'-yl)pyridine-3-sulfonamide COC1=NC=CC(=C1S(=O)(=O)NC1=NOC2=C1C[C@]1(C3=CC=C(C=C32)N3C(CCC3)=O)[C@@H](C1)C)OC |o1:18,31|